N[C@H](C(=O)O)[C@@H](C1=CC=C(C=C1)S(=O)(=O)C)O (2S,3R)-2-amino-3-hydroxy-3-(4-(methylsulfonyl)phenyl)propanoic acid